N-(2-chloro-5-(3-cyano-4-((1-phenylethyl)amino)quinolin-6-yl)pyridin-3-yl)-2-(dimethylamino)ethane-1-sulfonamide ClC1=NC=C(C=C1NS(=O)(=O)CCN(C)C)C=1C=C2C(=C(C=NC2=CC1)C#N)NC(C)C1=CC=CC=C1